ClC=1N=CC=C2C(C(=CN(C12)CC1=CC=C(C=C1)OC)C(=O)OCC)=O ethyl 8-chloro-1-[(4-methoxyphenyl) methyl]-4-oxo-1,7-naphthyridine-3-carboxylate